(2S,4R)-1-(2-(3-acetyl-5-(2-((3R,3aR,6R,6aR)-6-hydroxyhexahydrofuro[3,2-b]furan-3-yloxy)pyrimidin-5-yl)-1H-indol-1-yl)acetyl)-N-(6-bromopyridin-2-yl)-4-fluoropyrrolidine-2-carboxamide C(C)(=O)C1=CN(C2=CC=C(C=C12)C=1C=NC(=NC1)O[C@H]1[C@@H]2[C@H](OC1)[C@@H](CO2)O)CC(=O)N2[C@@H](C[C@H](C2)F)C(=O)NC2=NC(=CC=C2)Br